9-(5-chloro-6-((3,3-dimethyl-2,3-dihydrobenzofuran-4-yl)oxy)-4-methylpyridin-3-yl)-2-methyl-7,9-dihydro-8H-purin-8-one ClC=1C(=C(C=NC1OC1=CC=CC2=C1C(CO2)(C)C)N2C1=NC(=NC=C1NC2=O)C)C